Ethyl (S)-5-((tert-butoxycarbonyl) amino)-2-(((S)-mesitylsulfinyl) amino)-3,3-dimethylvalerate C(C)(C)(C)OC(=O)NCCC([C@@H](C(=O)OCC)N[S@@](=O)C1=C(C=C(C=C1C)C)C)(C)C